2,2-difluoro-N-(4-fluoro-3-(trifluoromethyl)phenyl)benzo[d][1,3]dioxole-5-carboxamide FC1(OC2=C(O1)C=CC(=C2)C(=O)NC2=CC(=C(C=C2)F)C(F)(F)F)F